ethyl 6-((2R,3R)-2,3-dimethylmorpholino)quinoline-4-carboxylate C[C@H]1OCCN([C@@H]1C)C=1C=C2C(=CC=NC2=CC1)C(=O)OCC